N1(C=NC2=C1C=CC=C2)C=2C=NC=C(C(=O)N)C2 5-(1H-benzo[d]imidazol-1-yl)nicotinamide